OCC1=CC(=CC(=N1)C(=O)OC)C1=CC=CC=C1 Methyl 6-(hydroxymethyl)-4-phenylpyridine-2-carboxylate